NC1=NC=2C(=CC=CC2C=2N1C=C(N2)C(=O)N2[C@H](COCC2)C)OC (S)-(5-amino-7-methoxyimidazo[1,2-c]quinazolin-2-yl)(3-methylmorpholino)methanone